C(C)C(CCCCCCC1OCCO1)O α-ethyl-1,3-dioxolane-2-heptanol